N-(1,4-dimethyl-1H-pyrazol-3-yl)-3-(isothiazol-5-yl)thieno[3,2-b]pyridin-5-amine CN1N=C(C(=C1)C)NC1=CC=C2C(=N1)C(=CS2)C2=CC=NS2